ClC1=NC=C(C(=C1)N1CCC2(CCN(C2)C)CC1)C=1C=NN(C1)C(F)F 8-(2-chloro-5-(1-(difluoromethyl)-1H-pyrazol-4-yl)pyridin-4-yl)-2-methyl-2,8-diazaspiro[4.5]decane